BrC=1C=C2CC(CC2=CC1)N1CCNCC1 4-(5-bromo-2,3-dihydro-1H-inden-2-yl)piperazine